(R)- and (S)-1-(2,2-difluorocyclopropyl)-3-methyl-1H-pyrazol-4-ol FC1([C@@H](C1)N1N=C(C(=C1)O)C)F |r|